C(C)C1(NC=C(N=C1)C)C 2-ethyl-2,5-dimethylpyrazine